[Br-].C(C1=CC=CC=C1)[N+]=1C=C(N2C1C=CC=C2)CC2=CC=CC=C2 1,3-dibenzylimidazo[1,2-a]pyridin-1-ium bromide